C(C(=C)C)(=O)OCCCC(CO[SiH](OCC)OCC)CCCOC(C(=C)C)=O di-(3-methacryloxypropyl)triethoxysilane